C(C1=CC=CC=C1)OC(=O)NC(COCCC(=O)OC(C)(C)C)(COCCC(=O)OC(C)(C)C)COCCC(=O)OC(C)(C)C di-tert-butyl 3,3'-((2-(((benzyloxy)carbonyl)amino)-2-((3-(tert-butoxy)-3-oxopropoxy)methyl)propane-1,3-diyl)bis(oxy))dipropanoate